(2S)-4-[S-(3-{[dimethyl(2-methyl-2-propanyl)silyl]oxy}-4,4,4-trifluorobutyl)sulfonimidoyl]-2-({[(2-methyl-2-propanyl)oxy]carbonyl}amino)butanoic acid C[Si](OC(CCS(=O)(=N)CC[C@@H](C(=O)O)NC(=O)OC(C)(C)C)C(F)(F)F)(C(C)(C)C)C